(5-(1-(4-(trifluoromethyl)phenyl)-1H-pyrazol-4-yl)-1H-indol-3-yl)cyclobutanecarboxamide FC(C1=CC=C(C=C1)N1N=CC(=C1)C=1C=C2C(=CNC2=CC1)C1(CCC1)C(=O)N)(F)F